CC=1C=CC=2N(C3=CC=C(C=C3C2C1)C)C1=CC=C(C=C1)C1=C(C(=C(C(=C1C1=CC=C(C=C1)N1C2=CC=C(C=C2C=2C=C(C=CC12)C)C)C1=CC=C(C=C1)N1C2=CC=C(C=C2C=2C=C(C=CC12)C)C)C=1C=NC=CC1)C#N)C1=CC=C(C=C1)N1C2=CC=C(C=C2C=2C=C(C=CC12)C)C 4,4''-bis(3,6-dimethyl-9H-carbazol-9-yl)-5',6'-bis(4-(3,6-dimethyl-9H-carbazol-9-yl)phenyl)-4'-(pyridin-3-yl)-[1,1':2',1''-terphenyl]-3'-carbonitrile